4-chloro-8-(chloromethyl)-5-(2,2,2-trifluoroethyl)pyrimido[5,4-b]indole ClC1=NC=NC2=C1N(C=1C=CC(=CC21)CCl)CC(F)(F)F